copper nickel-magnesium [Mg].[Ni].[Cu]